calcium-strontium-zinc [Zn].[Sr].[Ca]